COC(C(C(C)=O)C1=CC(=C(C=C1)[N+](=O)[O-])C1OCCO1)=O 2-(3-(1,3-Dioxolan-2-yl)-4-nitrophenyl)-3-oxobutanoic acid methyl ester